6-(3-((benzyloxy)methyl)-4-ethyl-5-oxo-4,5-dihydro-1H-1,2,4-triazol-1-yl)-2-(2-chloro-6-fluoro-4-nitrophenyl)-4-cyclopropylisoquinolin-1(2H)-one C(C1=CC=CC=C1)OCC1=NN(C(N1CC)=O)C=1C=C2C(=CN(C(C2=CC1)=O)C1=C(C=C(C=C1F)[N+](=O)[O-])Cl)C1CC1